chloro-2-hydroxy-5,8-dihydro-1,7-naphthyridine-7(6H)-carboxylic acid tert-butyl ester C(C)(C)(C)OC(=O)N1CCC=2C=C(C(=NC2C1)O)Cl